6-Methyl-N4-(pyrazin-2-yl)pyridine-3,4-diamine CC1=CC(=C(C=N1)N)NC1=NC=CN=C1